1,1-thianedione S1(CCCCC1)(=O)=O